(2-methylphenyl)methanone CC1=C(C=CC=C1)C=O